C(C)(=O)N1N=C(C2=CC=CC=C12)CC(=O)N(C(C)C)CC(=O)NCC1=C(C(=CC=C1)Cl)F 2-(1-acetyl-1H-indazol-3-yl)-N-(2-((3-chloro-2-fluorophenylmethyl)amino)-2-oxoethyl)-N-isopropylacetamide